ClC=1C=C(C(=NC1C1(CCCC1)C)C)C=1NC=2C=CN=C(C2C(C1)=O)C(=O)N 2-[5-chloro-2-methyl-6-(1-methylcyclopentyl)-3-pyridyl]-4-oxo-1H-1,6-naphthyridine-5-carboxamide